(3S)-ethyl 3-(5-cyclopropyl-2,4-difluoro-2',4',6'-trimethylbiphenyl-3-yl)-3-(2-(5-(2-(dimethylamino)ethyl)-2-oxo-4-(trifluoromethyl)pyridin-1(2H)-yl)-4-methylpentanamido)propanoate C1(CC1)C=1C(=C(C(=C(C1)C1=C(C=C(C=C1C)C)C)F)[C@H](CC(=O)OCC)NC(C(CC(C)C)N1C(C=C(C(=C1)CCN(C)C)C(F)(F)F)=O)=O)F